ClC=1C(N(C(=CC1OC([2H])([2H])C1=C(C=C(C=C1)F)F)C)C1=CC(=NC=C1C)N1N=C(C=C1)S(=O)(=O)C)=O (R)-3-chloro-4-((2,4-difluorophenyl)methoxy-d2)-5',6-dimethyl-2'-(3-(methylsulfonyl)-1H-pyrazol-1-yl)-2H-[1,4'-bipyridin]-2-one